4-Bromo-N1-[4-(4-pyridinyl)phenyl]-1,7-isoquinolinediamine BrC1=CN=C(C2=CC(=CC=C12)N)NC1=CC=C(C=C1)C1=CC=NC=C1